N[C@@H](CO)C1=CN=C(S1)[C@H](CCC(=O)O)NC(=O)N[C@@H]([C@H](C)O)C(=O)O (S)-4-(5-((S)-1-amino-2-hydroxyethyl)thiazol-2-yl)-4-(3-((1S,2S)-1-carboxy-2-hydroxypropyl)ureido)butanoic acid